C1(CCC1)N1N=CC(=C1C=1N=CC2=C(N1)N(C1=C2C=CN=C1)CC1=CC=C(C=C1)C=1N(C=C(N1)C(F)(F)F)C)OC 2-(1-cyclobutyl-4-methoxy-1H-pyrazol-5-yl)-9-(4-(1-methyl-4-(trifluoromethyl)-1H-imidazol-2-yl)benzyl)-9H-pyridino[4',3':4,5]pyrrolo[2,3-d]pyrimidine